ClC=1C(=C2N=C(N=C3C2=C(C[C@@H]([C@H]2[C@@H]4CC[C@H](CN32)N4C(=O)OC(C)(C)C)C)N1)SCC)F tert-butyl (5S,5aS,6S,9R)-2-chloro-12-(ethylthio)-1-fluoro-5-methyl-4,5,5a,6,7,8,9,10-octahydro-3,10a,11,13,14-pentaaza-6,9-methanonaphtho[1,8-ab]heptalene-14-carboxylate